NCCN1N=C(C(=C1)NC(=O)C=1C=NN2C1N=CC=C2)C2=C(C=CC(=C2)Cl)OCC N-(1-(2-aminoethyl)-3-(5-chloro-2-ethoxyphenyl)-1H-pyrazol-4-yl)pyrazolo[1,5-a]pyrimidine-3-carboxamide